(((3aR,4R,6R,6aS)-6-(5-iodo-7H-pyrrolo[2,3-d]pyrimidin-7-yl)-2,2-dimethyltetrahydro-4H-cyclopenta[d][1,3]dioxol-4-yl)methyl)carbamate IC1=CN(C=2N=CN=CC21)[C@@H]2C[C@@H]([C@@H]1[C@H]2OC(O1)(C)C)CNC([O-])=O